1-isopropyl-3-methyl-N-[(1-methylpyrazol-4-yl)methyl]-5-(3-propoxy-4-pyridinyl)pyrazolo[4,3-b]pyridin-7-amine C(C)(C)N1N=C(C2=NC(=CC(=C21)NCC=2C=NN(C2)C)C2=C(C=NC=C2)OCCC)C